COC1=C(C=C(C=C1)C=1C(=NC=CC1)NC1=CC=C(C=C1)C(F)(F)F)S(=O)(=O)NC 2-methoxy-N-methyl-5-[2-[4-(trifluoromethyl)anilino]-3-pyridyl]benzenesulfonamide